1-(1-(3-bromo-2,5-difluorophenyl)-3-methyl-1H-1,2,4-triazol-5-yl)-N-methylmethylamine BrC=1C(=C(C=C(C1)F)N1N=C(N=C1CNC)C)F